1-((2-aminothiazol-5-yl)methyl)-N-cyclohexylpiperidine-4-carboxamide NC=1SC(=CN1)CN1CCC(CC1)C(=O)NC1CCCCC1